C(#N)C1=CC(=C(C=C1)NS(=O)(=O)C1=CNC(=C1)C=1C=CC=C2C=CC=NC12)F N-(4-cyano-2-fluorophenyl)-5-(quinolin-8-yl)-1H-pyrrole-3-sulfonamide